NCC1=CC=C(S1)S(=O)(=O)N1C[C@@H](C[C@@H](C1)C1=CC=CC=C1)C(=O)N1CCOCC1 ((3R,5R)-1-((5-(aminomethyl)thiophen-2-yl)sulfonyl)-5-phenylpiperidin-3-yl)(morpholino)methanone